BrC=1C=2C(N=C3N(C2C=CC1)C1=CC(=CC=C1C3(C)C)C3CCN(CC3)C[C@@H]3COC1(CC3)CCN(CC1)C1=CC(=C(C(=C1)F)C1C(NC(CC1)=O)=O)F)=O 3-(4-((R)-3-((4-(4-bromo-7,7-dimethyl-5-oxo-5,7-dihydroindolo[1,2-a]quinazolin-10-yl)piperidin-1-yl)methyl)-1-oxa-9-azaspiro[5.5]undecan-9-yl)-2,6-difluorophenyl)piperidine-2,6-dione